NC=1C(=C(C=C2C=C(N=CC12)NC(O[C@@H]1[C@H](OCC1)C)=O)C1=C(C2=C(OCCN2)N=C1)C)F (2R,3S)-2-Methyltetrahydrofuran-3-yl (8-amino-7-fluoro-6-(8-methyl-2,3-dihydro-1H-pyrido[2,3-b][1,4]oxazin-7-yl)isoquinolin-3-yl)carbamate